tert-butyl 4-[4-[[5-chloro-4-[[2-(isopropylsulfonyl) phenyl] amino] pyrimidin-2-yl] amino]-5-isopropoxy-2-methylphenyl]-1-piperidinecarboxylate ClC=1C(=NC(=NC1)NC1=CC(=C(C=C1OC(C)C)C1CCN(CC1)C(=O)OC(C)(C)C)C)NC1=C(C=CC=C1)S(=O)(=O)C(C)C